FC(C1=NC(=NC(=N1)C(F)(F)F)N1[C@H](C=2NC3=CC=C(C=C3C2CC1)Cl)C[C@H](CCC#N)O)(F)F (4S)-5-{(1S)-2-[4,6-bis(trifluoromethyl)-1,3,5-triazin-2-yl]-6-chloro-2,3,4,9-tetrahydro-1H-pyrido[3,4-b]indol-1-yl}-4-hydroxypentanenitrile